[F-].[Zr+4].[F-].[F-].[F-] zirconium fluoride